COC=1C=C(C=C(C1OC)OC)N1C([C@@H]([C@@H]1C1=CC(=C(C=C1)OC)O)COC(CC[Se]C#N)=O)=O (3S,4R)-1-(3,4,5-trimethoxyphenyl)-4-(3-hydroxy-4-methoxyphenyl)-3-(3-selenocyanopropionyloxymethyl)azetidin-2-one